C[Si](OCCC=1NC=C(N1)C=O)(C)C (2-trimethylsiloxyethyl)imidazole-4-carbaldehyde